3a,5,7-Trimethyl-2,3,3a,4-tetrahydro-1H-cyclopenta[b]quinoline CC12NC=3C(=CC(=CC3C=C1CCC2)C)C